1-(6-(1',2'-Dihydrospiro[cyclopropane-1,3'-pyrrolo[2,3-b]pyridin]-5'-yl)pyridin-2-yl)imidazolidin-2-one N1CC2(C=3C1=NC=C(C3)C3=CC=CC(=N3)N3C(NCC3)=O)CC2